N(=C=O)CC(CC(CCN=C=O)C)(C)C 1,6-diisocyanato-2,2,4-Trimethylhexane